C(C1=CC=CC=C1)OC1=C(C=C(C=C1)C(C)(C)C)CN1CC[C@@H](C(CC1)N1CCN(CC1)C)O (4S)-1-[(2-benzyloxy-5-tert-butyl-phenyl)methyl]-5-(4-methylpiperazin-1-yl)azepan-4-ol